[Ba+2].OC1=CC=C(C=C1)S(=O)(=O)[O-].OC1=CC=C(C=C1)S(=O)(=O)[O-] p-hydroxybenzenesulfonic acid, barium salt